C1NCC12COC(OC2)CCN(C2=NC=C(C#N)C=C2)CC2=CC(=C(C=C2)C)C 6-((2-(6,8-dioxa-2-azaspiro[3.5]nonan-7-yl)ethyl)(3,4-dimethylbenzyl)amino)nicotinonitrile